FC=1C=C(C=CC1)N1CCC(CC1)NC1=C2C(=NC3=CC(=C(C=C13)OC)COCCN1CCCC1)CCCCC2 1-(3-fluorophenyl)-N-(2-methoxy-3-{[2-(pyrrolidin-1-yl)ethoxy]methyl}-6H,7H,8H,9H,10H-cyclohepta[b]quinolin-11-yl)piperidin-4-amine